S1C(=CC=C1)C1=CNC=2N=CN=CC21 5-(thiophen-2-yl)-7H-pyrrolo[2,3-d]Pyrimidine